C(=O)(OC(C)(C)C)N1[C@H](CNC[C@H]1C)C 1-N-Boc-cis-2,6-dimethylpiperazine